Isopropyl-carbamic acid 4-amino-2-(2-methoxy ethyl)-1-propyl-1H-imidazo[4,5-c]quinolin-7-yl ester NC1=NC=2C=C(C=CC2C2=C1N=C(N2CCC)CCOC)OC(NC(C)C)=O